C(OCCC)OCCC 1,1'-[Methylenebis(oxy)]bis[propane]